O[C@H]1[C@@H](CCCC1)NC1=C2C(=C(N=N1)C1=C(C=C(C=C1)C(F)(F)F)O)N=CC=C2 2-(5-(((1r,2r)-2-hydroxycyclohexyl)amino)pyrido[2,3-d]pyridazin-8-yl)-5-(trifluoromethyl)phenol